3,4-Epoxy-1-butene 3,4-Epoxycyclohexylmethyl-3,4-epoxycyclohexanecarboxylate C1(CC2C(CC1)O2)COC(=O)C2CC1C(CC2)O1.C=CC1CO1